tert-butyl 5-[(tert-butyldimethylsilyl)oxy]-2-{2-fluoro-6-[3-(methoxycarbonyl)azetidin-1-yl]pyridin-3-yl}-1H-indole-1-carboxylate [Si](C)(C)(C(C)(C)C)OC=1C=C2C=C(N(C2=CC1)C(=O)OC(C)(C)C)C=1C(=NC(=CC1)N1CC(C1)C(=O)OC)F